C1(CC1)C(C(C)(C)O)N1C(C2=C(C=CC=C2C1)C1=CC(=C(C=C1)C=1OC(=NN1)C)C)=O 2-(1-cyclopropyl-2-hydroxy-2-methylpropyl)-7-(3-methyl-4-(5-methyl-1,3,4-oxadiazol-2-yl)phenyl)isoindolin-1-one